CC1(C2=CC(=CC=C2NC=2C=C(C=CC12)CCN1CCOCC1)CN1CCNCC1)C 4-(2-(9,9-dimethyl-7-(piperazin-1-ylmethyl)-9,10-dihydroacridin-3-yl)ethyl)morpholine